methyl-[1,1'-biphenyl]-4-amine CC1=C(C=CC(=C1)N)C1=CC=CC=C1